8-((5-(4-hydroxy-piperidin-1-yl)pyridin-2-yl)amino)-5-(1-methyl-1H-pyrrolo[2,3-b]pyridin-4-yl)-2,6-naphthyridin-1(2H)-one OC1CCN(CC1)C=1C=CC(=NC1)NC=1C=NC(=C2C=CNC(C12)=O)C1=C2C(=NC=C1)N(C=C2)C